1-octadecyl-2,3-dimethylimidazole C(CCCCCCCCCCCCCCCCC)N1C(N(C=C1)C)C